ClC=1C=C(C=C2C(=NC=3N(C12)C=NN3)N(C3=CC(=CC(=C3)I)F)CC(F)F)F 9-chloro-N-(2,2-difluoroethyl)-7-fluoro-N-(3-fluoro-5-iodo-phenyl)-[1,2,4]triazolo[4,3-a]quinazolin-5-amine